OCC1=CC(=CC(=N1)C(=O)OC)C#CC1=CC=C(C=C1)CCCCCCCC methyl 6-(hydroxymethyl)-4-((4-octylphenyl)ethynyl)picolinate